4-(3-(2-(ethoxycarbonyl)benzofuran-6-sulfonylamino)pyridin-2-yl)piperazine-1-carboxylic acid isobutyl ester C(C(C)C)OC(=O)N1CCN(CC1)C1=NC=CC=C1NS(=O)(=O)C1=CC2=C(C=C(O2)C(=O)OCC)C=C1